OCCN1CCN(CC1)CCCC(=O)OCC1=CC(=CC(=C1)OCCCCCCCCCCCCC)OCCCCCCCCCCCCCCCCCC 3-(Octadecyloxy)-5-(tridecyloxy)benzyl 4-(4-(2-hydroxyethyl)piperazin-1-yl)butanoate